The molecule is an ammonium ion resulting from the protonation of the amino group of (2S,3S,5R,10R,12S,14S,15R,16R)-2-amino-12,16-dimethylicosane-3,5,10,14,15-pentol. Major species at pH 7.3. It is a conjugate acid of a (2S,3S,5R,10R,12S,14S,15R,16R)-2-amino-12,16-dimethylicosane-3,5,10,14,15-pentol. CCCC[C@@H](C)[C@H]([C@H](C[C@@H](C)C[C@@H](CCCC[C@H](C[C@@H]([C@H](C)[NH3+])O)O)O)O)O